4-cyano-4-(dodecylsulfanyl-thiocarbonyl)sulfanylpentanoic acid C(#N)C(CCC(=O)O)(C)SC(=S)SCCCCCCCCCCCC